OC=1C=C(C=CC1)C1=NC=C2NC(N(C2=N1)C1=CC=CC=2CCCCC12)=O 2-(3-Hydroxyphenyl)-8-oxo-9-(5,6,7,8-tetrahydronaphthalen-1-yl)-8,9-dihydro-7H-purine